CO[C@@H]1CC[C@H](CC1)N (trans)-4-methoxycyclohexan-1-amine